NC1=NC2=CC(=CC(=C2C=C1CCCCC)CCCCCN(CCOCCOCCOCCOCCOCCOCCOCCOCCOCCOCCC(=O)O)C)C1=CC(=CC=C1)S(=O)(=O)N1CC(C1)CO 39-(2-Amino-7-(3-((3-(hydroxymethyl)azetidin-1-yl)sulfonyl)phenyl)-3-pentylquinolin-5-yl)-34-methyl-4,7,10,13,16,19,22,25,28,31-decaoxa-34-azanonatriacontanoic acid